2-[4-[2-[2-[3-(6-Aminohexanoylamino)propanoylamino]ethoxy]ethyl]morpholin-4-ium-4-yl]ethyl hydrogen phosphate P(=O)(OCC[N+]1(CCOCC1)CCOCCNC(CCNC(CCCCCN)=O)=O)(O)[O-]